FC(COC1=C(C=C(C(=N1)OC)NS(=O)(=O)C1=CNC2=C1C=CC=1C=CC=NC21)F)F N-[6-(2,2-difluoroethoxy)-5-fluoro-2-methoxypyridin-3-yl]-1H-pyrrolo[3,2-H]quinoline-3-sulfonamide